CN1N=CC(=C1)C1=CC=C2C=CC=NC2=C1 7-(1-methyl-1H-pyrazol-4-yl)quinolin